COC1=CC=C(C=C1)N1C(=NC2=C1C1=CC=CC=C1C=1C=CC=CC12)C1=CC=C(C=O)C=C1 4-[1-(4-methoxyphenyl)-1H-phenanthro[9,10-d]imidazol-2-yl]benzaldehyde